CN1N=CC(=C1)C=1C=C(C=2N(C1)N=CC2)N2C[C@@H](NCC2)C (S)-6-(1-Methyl-1H-pyrazol-4-yl)-4-(3-methylpiperazin-1-yl)pyrazolo[1,5-a]pyridine